5-[2-ethoxy-5-(4-methyl-1-piperazinyl-sulphonyl)phenyl]-1-methyl-3-n-propyl-1,6-dihydro-7H-pyrazolo[4,3-d]pyrimidin-7-one C(C)OC1=C(C=C(C=C1)S(=O)(=O)N1CCN(CC1)C)C=1NC(C2=C(N1)C(=NN2C)CCC)=O